C(C)(C)(C)OC(=O)N1C(CNCC1)C1CC(C1)CO (3-(hydroxymethyl)cyclobutyl)piperazine-1-carboxylic acid tert-butyl ester